FC1=CC(=CC=2N(C=NC21)CCF)C=2C=CN1N=C(N=C(C12)OC)NCC(C#N)(C)C 3-((5-(4-fluoro-1-(2-fluoroethyl)-1H-benzo[d]imidazol-6-yl)-4-methoxypyrrolo[2,1-f][1,2,4]triazin-2-yl)amino)-2,2-dimethylpropanenitrile